(4R)-6-Chloro-1'-(5-(1-(3-chlorophenyl)-3,3,3-trifluoropropyl)-4H-1,2,4-triazole-3-carbonyl)-5-fluorospiro[benzo[d][1,3]oxazine-4,3'-piperidin]-2(1H)-one ClC1=C(C2=C(NC(O[C@@]23CN(CCC3)C(=O)C3=NN=C(N3)C(CC(F)(F)F)C3=CC(=CC=C3)Cl)=O)C=C1)F